COC(C1=CC=C(C=C1)[C@H](C)N)=O.C(C(=C)C)(=O)NCCC[NH+](C)C (3-methacrylamidopropyl)dimethyl-ammonium methyl-4-[(1S)-1-aminoethyl]benzoate